O1CCOC12CCC(CC2)C=2C(=C(N[C@@H]1C(NC(CC1)=O)=O)C=CC2)F (3S)-3-[3-(1,4-dioxaspiro[4.5]decan-8-yl)-2-fluoro-anilino]piperidine-2,6-dione